ClC1=CC(=C(C=N1)C1=NN=C(S1)N1CC2CCC(C1)N2C(=O)OC(C)(C)C)NC2CCC2 tert-butyl 3-{5-[6-chloro-4-(cyclobutylamino)pyridin-3-yl]-1,3,4-thiadiazol-2-yl}-3,8-diazabicyclo[3.2.1]octane-8-carboxylate